(R)-3-(2,2-difluoroethyl)pyrrolidine hydrochloride Cl.FC(C[C@@H]1CNCC1)F